C(C1=CC=CC=C1)OC1=NN(C(=C1C=O)C=1C=NC(=CC1)F)C1=C(C=CC=C1)F 3-(benzyloxy)-1-(2-fluorophenyl)-5-(6-fluoropyridin-3-yl)-1H-pyrazole-4-carbaldehyde